N1=C(C=CC=C1C=1N=NN(C1I)C=1C(=C(C(=O)O)C=CC1)O)C=1N=NN(C1I)C=1C(=C(C(=O)O)C=CC1)O 4'-((pyridin-2,6-diyl)bis(5-iodo-1H-1,2,3-triazole-4,1-diyl))bis(2-hydroxybenzoic acid)